OC1C(N(CC1)CC(F)(F)F)=O 3-hydroxyl-(2,2,2-trifluoroethyl)pyrrolidin-2-one